2-(2,3-dimethoxyphenyl)-2-methyl-4-hydroxy-5-amino-3(2H)-furanone COC1=C(C=CC=C1OC)C1(OC(=C(C1=O)O)N)C